[N+](=O)([O-])C1=C(CC(C)(C)N(P(OCCC#N)([O-])=O)C(C)C)C=C(C(=C1)OCCCCC)OCCCCC 2-cyanoethyl (2-nitro-4,5-bis(pentyloxy)benzyl)diisopropylphosphoramidate